butane-2,3-diyl bis(dimethylcarbamate) CN(C(OC(C)C(C)OC(N(C)C)=O)=O)C